BrC1=C(CCO[Si](C)(C)C(C)(C)C)C=C(C=C1)F (2-bromo-5-fluorophenethoxy)(tert-butyl)dimethylsilane